1-(2-(2-(2-chlorophenyl)acetyl)-2-azaspiro[3.3]heptan-6-yl)-3-(4-methoxybenzyl)urea ClC1=C(C=CC=C1)CC(=O)N1CC2(C1)CC(C2)NC(=O)NCC2=CC=C(C=C2)OC